C(C)(C)(C)OC(=O)N(C=1C(=NC(=C(C1)C(F)(F)F)Br)C(=O)OC)C(=O)OC(C)(C)C Methyl 3-[bis(tert-butoxycarbonyl)amino]-6-bromo-5-(trifluoromethyl)pyridine-2-carboxylate